4-(difluoromethoxy)quinoline-2-carboxylic acid FC(OC1=CC(=NC2=CC=CC=C12)C(=O)O)F